C(\C=C\C(=O)O)(=O)O.FC=1C=CC=C2CCO[C@H](C12)CNC (R)-1-(8-fluoroisochroman-1-yl)-N-methyl-methylamine fumarate